monochlorodifluoromethane ClC(F)F